tert-butyl 2-((2-fluoro-4-iodophenyl) amino)-5-ethoxy-1-methyl-1H-pyrrolo[2,3-b]pyridine-3-carboxylate FC1=C(C=CC(=C1)I)NC1=C(C=2C(=NC=C(C2)OCC)N1C)C(=O)OC(C)(C)C